methyl 6-(6-ethoxypyridin-3-yl)pyrazine-2-carboxylate C(C)OC1=CC=C(C=N1)C1=CN=CC(=N1)C(=O)OC